C(C)(C)(C)C=1N(C2=CC=C(C=C2C1C([C@@H](N(C)C(=O)OC(C)(C)C)C)=O)F)C(=O)OC1(CCC1)C1=NC=C(C=N1)Br 1-(5-bromopyrimidin-2-yl)cyclobutan-1-ol tert-butyl-3-(N-(tert-butoxycarbonyl)-N-methylalanyl)-5-fluoro-1H-indole-1-carboxylate